C1(CCC1)CNCC=1NC2=CC(=CC=C2C1)CNC(C1=CN=CC(=C1)N(C)C)=O N-((2-(((cyclobutylmethyl)amino)methyl)-1H-indole-6-yl)methyl)-5-(dimethylamino)nicotinamide